OCC1CCC(CC1)C(=O)[O-] 4-(hydroxymethyl)cyclohexanecarboxylate